OC1=CC=C2C3=C(C(OC2=C1)=O)C=C(C=C3)C(=O)NCCN3CCCCC3 3-hydroxy-6-oxo-N-(2-(piperidin-1-yl)ethyl)-6H-benzo[c]chromen-8-carboxamide